N1CC2(C=3C1=NC=C(C3)C3=CNC1=C(C=CC=C31)C(=O)N(C)C)CC2 3-(1',2'-Dihydrospiro[cyclopropane-1,3'-pyrrolo[2,3-b]pyridin]-5'-yl)-N,N-dimethyl-1H-indole-7-carboxamide